FC1=C(C(=O)NC=2N(N=C3C2N=C(C=C3)[C@@H](C)O)C3=CC=CC=C3)C=C(C(=C1)C(F)(F)F)C1=NC=CC=N1 |o1:15| (R or S)-2-Fluoro-N-[5-(1-hydroxyethyl)-2-phenyl-2H-pyrazolo[4,3-b]pyridin-3-yl]-5-pyrimidin-2-yl-4-(trifluoromethyl)benzamide